C(C)C1=C(C=C(C=C1)C(NCC(=O)NC=1SC=C(N1)C1=CC(=CC=C1)C1=NN(C=C1)C)=O)C(CNC(OC(C)(C)C)=O)(C)C tert-butyl (2-(2-ethyl-5-((2-((4-(3-(1-methyl-1H-pyrazol-3-yl)phenyl)thiazol-2-yl)amino)-2-oxoethyl)carbamoyl)phenyl)-2-methylpropyl)carbamate